5-(1H-pyrrolo[2,3-b]pyridin-3-yl)-1,2,3,6-tetrahydropyridine-3-carboxamide N1C=C(C=2C1=NC=CC2)C2=CC(CNC2)C(=O)N